CC1C(N(CCS1)C=O)C 2,3-dimethylthiomorpholine-4-carbaldehyde